C(C)(C)(C)OC(=O)N[C@@H]1C[C@@H](CC1)C(=O)O (1R,3S)-3-[(tert-butoxycarbonyl)amino]cyclopentane-1-carboxylic acid